[IH2+].FC(S(=O)(=O)[O-])(F)F trifluoromethanesulfonate iodonium salt